FC(C(=O)O)(F)F.FC(C(=O)O)(F)F.C1(CC1)C=1N(C=C(N1)I)C12CC(C1)(C2)N2CCNCC2 1-(3-(2-cyclopropyl-4-iodo-1H-imidazol-1-yl)bicyclo[1.1.1]pentan-1-yl)piperazine bis(2,2,2-trifluoroacetate)